3-(6-(4-(3H-imidazo[4,5-b]pyridin-7-yl)-1H-pyrazol-1-yl)pyridin-3-yl)-1,1,1-trifluoropropan-2-ol N1=CNC2=NC=CC(=C21)C=2C=NN(C2)C2=CC=C(C=N2)CC(C(F)(F)F)O